COC=1C=C2C(=CC=NC2=CC1OC)OC1=C(C=C(C=C1)N1C(N(CC1=O)C=1C(N(C=C(C1)C(F)(F)F)C)=O)=O)C(C)C 3-{4-[(6,7-dimethoxy-4-quinolinyl)oxy]-3-isopropylphenyl}-1-[1-methyl-2-oxo-5-(trifluoromethyl)-1,2-dihydro-3-pyridinyl]-2,4-imidazolidinedione